C(CCCCC)(=O)OCC.[Sn] tin ethyl hexanoate